N1CCC2(CC1)C=C1C(NCC=C1)=C2N dihydrospiro[cyclopenta[b]pyridine-6,4'-piperidin]-7-amine